4-methylbenzenesulfonic acid 14-oxo-3,6,9,12-tetraoxatetradecyl ester O=CCOCCOCCOCCOCCOS(=O)(=O)C1=CC=C(C=C1)C